1-(2,2-difluoro-[1,3]dioxolo[4,5-C]pyridin-6-yl)ethanol FC1(OC2=C(C=NC(=C2)C(C)O)O1)F